OC1=NN(C(=N1)CC1=CC=CC=C1)CC1=CC=C(C=C1)C=C 3-hydroxy-5-benzyl-1-(4-vinylbenzyl)-1H-1,2,4-triazole